NC1=NC(=CC(=N1)C=1N=NN(C1)CC1=CC=CC(=N1)C1(CCN(CC1)CC(=O)O)O)C1=CC(=CC=C1)C#N {4-[6-({4-[2-amino-6-(m-cyanophenyl)-4-pyrimidinyl]-1H-1,2,3-triazol-1-yl}methyl)-2-pyridinyl]-4-hydroxy-1-piperidinyl}acetic acid